3-[5-(2-Fluoro-phenyl)-pyridin-2-yloxy]-azetidine-1-carboxylic acid (6-methoxy-pyridazin-3-yl)-amide COC1=CC=C(N=N1)NC(=O)N1CC(C1)OC1=NC=C(C=C1)C1=C(C=CC=C1)F